((1R,3r,5S)-3-(4-amino-1H-pyrazol-1-yl)-8-azabicyclo[3.2.1]octan-8-yl)(cyclopropyl)methanone NC=1C=NN(C1)C1C[C@H]2CC[C@@H](C1)N2C(=O)C2CC2